CN1C2=C(C=CC1=O)NN=C2 4-methyl-1H,4H,5H-pyrazolo[4,3-b]pyridin-5-one